(Z)-1-(2,4-dichlorophenyl)-2-((4-fluoro-1-methyl-3-(trifluoromethyl)-1H-pyrazol-5-yl)oxy)ethan-1-one-O-isobutyl oxime C(C(C)C)O\N=C(/COC1=C(C(=NN1C)C(F)(F)F)F)\C1=C(C=C(C=C1)Cl)Cl